COC=1C=C(C2=CC=CC=C2C1)OS(=O)(=O)C(F)(F)F.BrC1=C(C(=C(C(=C1[2H])[2H])[2H])[2H])[N+](=O)[O-] 2-bromonitrobenzene-3,4,5,6-d4 (3-methoxy-1-naphthyl)trifluoromethanesulfonate